1-[2-fluoro-6-(trifluoromethyl)benzyl]-6-methylpyrimidine-2,4(1H,3H)-dione FC1=C(CN2C(NC(C=C2C)=O)=O)C(=CC=C1)C(F)(F)F